CN1CCC(=CC1)C=1C=C2C(=NC1)NC=C2C2=CC=C1C(CC3(CCNCC3)C1=C2)=O 6-(5-(1-methyl-1,2,3,6-tetrahydropyridin-4-yl)-1H-pyrrolo[2,3-b]pyridin-3-yl)spiro[indene-1,4'-piperidin]-3(2H)-one